N-(14-amino-3,6,9,12-tetraoxatetradec-1-yl)-6-(2,5-dioxo-2,5-dihydro-1H-pyrrol-1-yl)hexanamide NCCOCCOCCOCCOCCNC(CCCCCN1C(C=CC1=O)=O)=O